3-(fluoromethyl)phenoxyacetonitrile FCC=1C=C(OCC#N)C=CC1